O\N=C\COCCOCCNC(OC(C)(C)C)=O tert-butyl (E)-(2-(2-(2-(hydroxyimino)ethoxy)ethoxy)ethyl)carbamate